3-[5-(4-chlorophenyl)-1,2,4-oxadiazol-3-yl]bicyclo[1.1.1]pentan-1-amine ClC1=CC=C(C=C1)C1=NC(=NO1)C12CC(C1)(C2)N